N-(4-((4-(3-((2-(2,6-dioxopiperidin-3-yl)-1-oxoisoindolin-5-yl)methyl)ureido)phenoxy)methyl)benzyl)acetamide O=C1NC(CCC1N1C(C2=CC=C(C=C2C1)CNC(NC1=CC=C(OCC2=CC=C(CNC(C)=O)C=C2)C=C1)=O)=O)=O